6-[(3R)-3-hydroxypyrrolidin-1-yl]-5-(1H-pyrazol-5-yl)pyridine-3-carboxamide hydrochloride Cl.O[C@H]1CN(CC1)C1=C(C=C(C=N1)C(=O)N)C1=CC=NN1